6,6-dimethyl-3-((7-(2-((3-oxopiperazin-2-yl)methyl)-5-(trifluoromethyl)pyridin-3-yl)thieno[3,2-b]pyridin-2-yl)methyl)-3-azabicyclo[3.1.0]hexane-2,4-dione CC1(C2C(N(C(C12)=O)CC1=CC2=NC=CC(=C2S1)C=1C(=NC=C(C1)C(F)(F)F)CC1NCCNC1=O)=O)C